COC(N[C@H](C(=O)NC=1C(N(C=CC1)CC1=NC2=C(N1)C(=CC=C2)OCC2CC2)=O)CC\C=C\C(=O)N(C)C)=O Methyl-(S,E)-(1-((1-((7-(cyclopropylmethoxy)-1H-benzo[d]imidazol-2-yl)methyl)-2-oxo-1,2-dihydropyridin-3-yl)amino)-7-(dimethylamino)-1,7-dioxohept-5-en-2-yl)carbamat